4-(4-(bis(2-(3-bromo-2,5-dioxo-2,5-dihydro-1H-pyrrol-1-yl)ethyl)amino)-4-oxobutanoylamino)-5-oxo-n-pentanoic acid BrC=1C(N(C(C1)=O)CCN(C(CCC(=O)NC(CCC(=O)O)C=O)=O)CCN1C(C(=CC1=O)Br)=O)=O